CC(=O)N[C@@H]1[C@H]([C@@H]([C@H](O[C@H]1O)CO)O[C@H]2[C@@H]([C@H]([C@H]([C@H](O2)CO)O)O[C@H]3[C@@H]([C@H]([C@@H]([C@H](O3)CO)O)O)NC(=O)C)O)O The molecule is a linear amino trisaccharide comprising N-acetyl-beta-D-glucosamine, beta-D-galactose and N-acetyl-beta-D-glucosamine residues linked sequentially (1->3) and (1->4). It has a role as an epitope. It is an amino trisaccharide and a glucosamine oligosaccharide.